C(C)(C)OC(=O)C=1C(=C(N2C=C(C=C2C1)C1=CC=CC=C1)C(=C)N1CCOCC1)C 6-methyl-5-(1-morpholinylvinyl)-2-phenylindolizine-7-carboxylic acid isopropyl ester